C1(CCC1)N(C(CN1N=CC2=NC=C(C=C21)C2=CC(=C(C=C2)F)C(F)F)=O)C N-Cyclobutyl-2-[6-[3-(difluoromethyl)-4-fluoro-phenyl]pyrazolo[4,3-b]pyridin-1-yl]-N-methyl-acetamide